BrC=1C(=C2C(=NC1)NCC21CCC(CC1)O)Cl (1r,4r)-5'-Bromo-4'-chloro-1',2'-dihydrospiro[cyclohexane-1,3'-pyrrolo[2,3-b]pyridin]-4-ol